SCCSCC 2-((2-mercaptoethyl)thio)ethane